5-chloro-2-cyanopyridin-3-yl 3-[4-(4-chlorothiazol-2-yl)-1H-1,2,3-triazol-1-yl]-3-deoxy-1-thio-alpha-D-galactopyranoside ClC=1N=C(SC1)C=1N=NN(C1)[C@@H]1[C@H]([C@@H](SC=2C(=NC=C(C2)Cl)C#N)O[C@@H]([C@@H]1O)CO)O